ClC1=C(C(=CC=C1)C1=NC2=C(N1)C(=CC(=C2)Cl)Cl)C=2C(=CC(=CC2)C(N[C@H](CCC)C2=CC=CC=C2)=O)C(=O)O (S)-2'-chloro-6'-(5,7-dichloro-1H-1,3-benzodiazol-2-yl)-4-{[(1R)-1-phenylbutyl]carbamoyl}-[1,1'-biphenyl]-2-carboxylic acid